C(C)N(C1=CC2=C(N(C(C(N2C)=O)=O)C2CCN(CC2)C2=NC=C(C=N2)C#N)N=C1)C 2-(4-(7-(ethyl(methyl)amino)-1-methyl-2,3-dioxo-2,3-dihydropyrido[2,3-b]pyrazin-4(1H)-yl)piperidin-1-yl)pyrimidine-5-carbonitrile